1,4-dibromo-2-(2-bromoethyl)-3-fluorobenzene BrC1=C(C(=C(C=C1)Br)F)CCBr